(2S,3S)-3-(6-((5-(difluoromethoxy)-1H-pyrazol-3-yl)amino)-1H-pyrazolo[3,4-b]pyrazin-1-yl)pentan-2-ol FC(OC1=CC(=NN1)NC1=CN=C2C(=N1)N(N=C2)[C@H]([C@H](C)O)CC)F